trimethoxysilicon propyl-carbamate C(CC)NC([O-])=O.CO[Si+](OC)OC